Bicyclo[2.2.1]heptan-2-ol C12C(CC(CC1)C2)O